ClC1=C2C(=CNC2=CC=C1)C1(NC2=CC=CC=C2C1=O)C1=CC=CC=C1 2-(4-chloro-1H-indol-3-yl)-2-phenylindol-3-one